1-(amino(piperidin-4-yl)methyl)naphthalen-2-ol NC(C1=C(C=CC2=CC=CC=C12)O)C1CCNCC1